C1(=CC=CC=C1)C(C)NC(=O)N1CC2CNCC2C1 N-(1-phenylethyl)hexahydropyrrolo[3,4-c]Pyrrole-2(1H)-carboxamide